trans-[4-[(2-amino-[1,2,4]triazolo[1,5-a]pyridin-6-yl)methyl]cyclohexyl]-[(3S)-3-(6-methylpyridin-3-yl)-1,2-oxazolidin-2-yl]methanone NC1=NN2C(C=CC(=C2)C[C@@H]2CC[C@H](CC2)C(=O)N2OCC[C@H]2C=2C=NC(=CC2)C)=N1